FC1=CC=C(C(=O)N2[C@@H](C=3N(CC2)C(=NC3NC(COC)=O)C3=NC(=NS3)C)C)C=C1 (R)-N-(7-(4-fluorobenzoyl)-8-methyl-3-(3-methyl-1,2,4-thiadiazol-5-yl)-5,6,7,8-tetrahydroimidazo[1,5-a]pyrazin-1-yl)-2-methoxyacetamide